2-chloro-N-(3-cyano-1-methyl-1H-indol-5-yl)isonicotinamide ClC=1C=C(C(=O)NC=2C=C3C(=CN(C3=CC2)C)C#N)C=CN1